1,2,4-trifluoro-benzyl chloride FC1(CCl)C(C=C(C=C1)F)F